COC1=C(O)C=CC(=C1OC)O 2,3-dimethoxyhydroquinone